(S)-5-chloro-N-(1-(6,7-difluoro-4-oxo-3,4-dihydrophthalazin-1-yl)ethyl)-N-methyl-6-(trifluoromethyl)nicotinamide ClC=1C(=NC=C(C(=O)N(C)[C@@H](C)C2=NNC(C3=CC(=C(C=C23)F)F)=O)C1)C(F)(F)F